OCC1CCC(CC1)N1N=C2C=C(C(=CC2=C1)NC(OC(C)(C)C)=O)C(C)(C)O tert-butyl N-[2-[4-(hydroxymethyl)cyclohexyl]-6-(1-hydroxy-1-methyl-ethyl)indazol-5-yl]carbamate